FC=1C=CC2=C(N(C(=N2)C=2C(=NON2)N)CC=2C=NC=NC2)C1 4-[6-fluoro-1-(pyrimidin-5-ylmethyl)benzimidazol-2-yl]-1,2,5-oxadiazol-3-amine